CC1=NN(C(=C1)C)C[C@@H]1CC[C@H](CC1)C(=O)N1OCC[C@H]1C=1C=C(C#N)C=C(C1)F trans-3-((S)-2-(4-((3,5-dimethyl-1H-pyrazol-1-yl)methyl)cyclohexane-1-carbonyl)isoxazolidin-3-yl)-5-fluorobenzonitrile